(3R,4R)-1-(cyclopropylsulfonyl)-4-((7-(5-(difluoromethyl)pyridin-2-yl)-5-fluoropyrrolo[2,1-f][1,2,4]triazin-2-yl)amino)piperidin-3-ol C1(CC1)S(=O)(=O)N1C[C@H]([C@@H](CC1)NC1=NN2C(C=N1)=C(C=C2C2=NC=C(C=C2)C(F)F)F)O